β-galactosyl fluoride [C@@H]1([C@H](O)[C@@H](O)[C@@H](O)[C@H](O1)CO)F